N-((R)-1-(4-(cyclopropanesulfonamido)pyridin-2-yl)-2-((S)-1-methylpiperidin-2-yl)ethyl)-5-(6-ethoxypyrazin-2-yl)thiazole-2-carboxamide C1(CC1)S(=O)(=O)NC1=CC(=NC=C1)[C@@H](C[C@H]1N(CCCC1)C)NC(=O)C=1SC(=CN1)C1=NC(=CN=C1)OCC